tert-butyl ((S)-1-(((R)-1-acetylpyrrolidin-3-yl)amino)-5-hydroxy-1-oxopent-an-2-yl)carbamate C(C)(=O)N1C[C@@H](CC1)NC([C@H](CCCO)NC(OC(C)(C)C)=O)=O